C1=C(C=CC=2SC3=CC=C(C=C3SC12)CO)CO (thianthrene-2,8-diyl)dimethanol